1-(bis(tert-butyloxycarbonyl)amino)-7-(7-fluoroimidazo[1,2-a]pyridin-3-yl)isoquinoline C(C)(C)(C)OC(=O)N(C1=NC=CC2=CC=C(C=C12)C1=CN=C2N1C=CC(=C2)F)C(=O)OC(C)(C)C